C1(CC1)[C@H](C)NC(=O)C1=CC(=NN1CC(C(F)(F)F)O)C=1C=C(C=CC1)C=1OC(=CN1)C(=O)N[C@H](C(=O)OC)C(C)C (2S)-methyl 2-(2-(3-(5-(((S)-1-cyclopropyl ethyl)carbamoyl)-1-(3,3,3-trifluoro-2-hydroxypropyl)-1H-pyrazol-3-yl)phenyl)oxazole-5-carboxamido)-3-methylbutanoate